2-((1s,3s)-1-Hydroxy-3-(trifluoromethyl)cyclobutyl)-N-((2-(2,2,2-trifluoroethoxy)pyridin-4-yl)methyl)acetamide OC1(CC(C1)C(F)(F)F)CC(=O)NCC1=CC(=NC=C1)OCC(F)(F)F